1-(2-(Benzyloxy)-5-fluorophenyl)cyclopropane-1-carbonitrile C(C1=CC=CC=C1)OC1=C(C=C(C=C1)F)C1(CC1)C#N